ethyl-3,4-methylenedioxyamphetamine Tert-butyl-tricyclo[6.2.0.03,6]deca-1,3(6),7-trien-2-ylcarbamate C(C)(C)(C)N(C(O)=O)C1=C2CCC2=CC=2CCC12.C(C)NC(C)CC1=CC2=C(C=C1)OCO2